(2S,3R)-1-benzyl 2-methyl 3-allyl-3-methyl-2,3-dihydro-1H-pyrrole-1,2-dicarboxylate C(C=C)[C@]1([C@H](N(C=C1)C(=O)OCC1=CC=CC=C1)C(=O)OC)C